C(#N)C=1N(C2=CC(=C(C(=C2C1)C)F)F)CCNC(OC(C)(C)C)=O Tert-butyl (2-(2-cyano-5,6-difluoro-4-methyl-1H-indol-1-yl)ethyl)carbamate